BrC=1C=C(N(N1)C)C(=O)N1CCN(CC1)C(=O)OC(C)(C)C tert-butyl 4-(5-bromo-2-methylpyrazole-3-carbonyl)piperazine-1-carboxylate